4-(4-(ethoxymethyl)-1H-1,2,3-triazol-1-yl)benzoic acid C(C)OCC=1N=NN(C1)C1=CC=C(C(=O)O)C=C1